C1(=CC=CC=C1)[Ge](C1=CC=CC=C1)(C1=CC=CC=C1)C1=CC=CC=C1 Tetraphenyl-germanium